[Si].C(C=C)(=O)OCCCC butyl acrylate silicon